1-Butyl-1-methylpyrrolidinium bis(fluorosulfonyl)imide CCCC[N+]1(CCCC1)C.[N-](S(=O)(=O)F)S(=O)(=O)F